ClC=1C=C(C=C(C1)C#N)N(C(=O)C1OC(C(C(C1OC)N1N=NC(=C1)C1=CC(=C(C(=C1)F)F)F)O)CO)[C@H]1[C@@H](CC1)O N-(3-chloro-5-cyanophenyl)-5-hydroxy-N-((1R,2R)-2-hydroxycyclobutyl)-6-(hydroxymethyl)-3-methoxy-4-(4-(3,4,5-trifluorophenyl)-1H-1,2,3-triazol-1-yl)tetrahydro-2H-pyran-2-carboxamide